N-((1-(6-(6-(difluoromethyl)imidazo[1,2-b]pyridazin-3-yl)pyrimidin-4-yl)-3-hydroxypyrrolidin-3-yl)methyl)methanesulfonamide FC(C=1C=CC=2N(N1)C(=CN2)C2=CC(=NC=N2)N2CC(CC2)(O)CNS(=O)(=O)C)F